F[C@@H]1[C@H]2CC[C@@H](C[C@@H]1N(C)C1=NC=C(N=C1)C1=C(C=C(C=C1)C=1C=NNC1)OCOC)N2C(=O)OC(C)(C)C tert-butyl (1R,2S,3S,5S)-2-fluoro-3-((5-(2-(methoxymethoxy)-4-(1H-pyrazol-4-yl)phenyl)pyrazin-2-yl)(methyl)amino)-8-azabicyclo[3.2.1]octane-8-carboxylate